2-Amino-N-(1-{8-chloro-5-[(2R)-2-methylpyrrolidin-1-yl]imidazo[1,5-a]-pyridin-6-yl}ethyl)pyrazolo[1,5-a]-pyrimidine-3-carboxamide bistrifluoro-acetate FC(C(=O)O)(F)F.FC(C(=O)O)(F)F.NC1=NN2C(N=CC=C2)=C1C(=O)NC(C)C=1C=C(C=2N(C1N1[C@@H](CCC1)C)C=NC2)Cl